3-[1-[2-(3-azabicyclo[3.1.0]hexan-3-yl)-3,6-dimethyl-4-oxoquinazolin-8-yl]ethyl-amino]-6-methylsulfanylpyridine-2-carboxylic acid C12CN(CC2C1)C1=NC2=C(C=C(C=C2C(N1C)=O)C)C(C)NC=1C(=NC(=CC1)SC)C(=O)O